(R)-N-(1-(cyclopropylmethyl)-3-(6-(1-hydroxybutyl)-4-methylpyridin-3-yl)-2-oxo-1,2-dihydro-1,6-naphthyridin-7-yl)cyclopropanecarboxamide C1(CC1)CN1C(C(=CC2=CN=C(C=C12)NC(=O)C1CC1)C=1C=NC(=CC1C)[C@@H](CCC)O)=O